Cl.ClC1=C(C=C(C=N1)NN)F (6-chloro-5-fluoro-3-pyridyl)hydrazine hydrochloride